(R)-1-(4-amino-2-(ethoxymethyl)-1H-imidazo[4,5-C]quinolin-1-yl)-2-propanol NC1=NC=2C=CC=CC2C2=C1N=C(N2C[C@@H](C)O)COCC